9,9-dimethylfluorene-4-boronic acid CC1(C2=CC=CC=C2C=2C(=CC=CC12)B(O)O)C